tert-butyl ((1R,2S)-2-(3-(3-(difluoromethoxy)phenyl)-1-(5-fluoropyrimidin-2-yl)-1H-pyrrolo[3,2-b]pyridine-6-carboxamido)cyclopentyl)carbamate FC(OC=1C=C(C=CC1)C1=CN(C=2C1=NC=C(C2)C(=O)N[C@@H]2[C@@H](CCC2)NC(OC(C)(C)C)=O)C2=NC=C(C=N2)F)F